(R)- and (S)-N-(5-(5-Amino-1,3-dimethyl-1H-pyrazol-4-yl)pentan-2-yl)-2-chloro-5-(trifluoromethyl)pyrimidin-4-amine NC1=C(C(=NN1C)C)CCC[C@@H](C)NC1=NC(=NC=C1C(F)(F)F)Cl |r|